N-ethyl-N-methylpyridineamide C(C)N(C(=O)C1=NC=CC=C1)C